ClC=1C(=NC(=NC1)N1C2(CCC2)CC(CC1)NC1=CC=C2C(=NN(C2=C1)C)C1C(NC(CC1)=O)=O)NC=1C=C2CC(N(C2=CC1)C)=O 3-[6-[[5-[5-Chloro-4-[(1-methyl-2-oxo-indolin-5-yl)amino]pyrimidin-2-yl]-5-azaspiro[3.5]nonan-8-yl]amino]-1-methyl-indazol-3-yl]piperidine-2,6-dione